Bis(4-methylphenyl)phosphorus oxide CC1=CC=C(C=C1)[P](C1=CC=C(C=C1)C)=O